C(CCCCCCC)[N+]1=CC=CC=C1 N-octylpyridinium